NC1=NC=CC2=CC(=CC=C12)CNC(=O)C=1N(C(=C(C1)C)CN1CCN(CC1)C1=CC=NC=C1)CC N-[(1-Amino-6-isoquinolyl)methyl]-1-ethyl-4-methyl-5-[[4-(4-pyridyl)piperazin-1-yl]methyl]pyrrole-2-carboxamide